NC=1C=C2CCN(CC2=CC1)C1C(NC(CC1)=O)=O 3-(6-amino-3,4-dihydroisoquinolin-2(1H)-yl)piperidine-2,6-dione